10-(4,6-Diphenyl-1,3,5-triazin-2-yl)-10H-phenoxazine C1(=CC=CC=C1)C1=NC(=NC(=N1)C1=CC=CC=C1)N1C2=CC=CC=C2OC=2C=CC=CC12